4-bromo-5-((4-oxocyclohexyl)amino)furo[2,3-c]pyridine-2-carbonitrile BrC1=C2C(=CN=C1NC1CCC(CC1)=O)OC(=C2)C#N